Cl.N1=C(C)C(O)=C(CO)C(CO)=C1 pyridoxin HCl